methyl 3-(dimethoxy methyl)-2-nitrobenzoate COC(C=1C(=C(C(=O)OC)C=CC1)[N+](=O)[O-])OC